ClC=1C(=NC=CC1C1=CC=NC=C1)N chloro-[4,4'-bipyridyl]-2-amine